C(#N)C=1C=CC(=C2C(N(C(C12)=O)[C@H](CS(=O)(=O)C)C1=CC(=C(C=C1)OC)OCC)=O)NC(C)=O (S)-N-(7-cyano-2-(1-(3-ethoxy-4-methoxyphenyl)-2-(methylsulfonyl)ethyl)-1,3-dioxoisoindolin-4-yl)acetamide